ClC1=C(C2=C(C(N3[C@@H](CO2)CN(CC3)C(=O)OC(C)(C)C)=O)C(=N1)N1C(C[C@H](C1)O)(C)C)F tert-butyl (R)-3-chloro-4-fluoro-1-((R)-4-hydroxy-2,2-dimethylpyrrolidin-1-yl)-12-oxo-6a,7,9,10-tetrahydro-12H-pyrazino[2,1-c]pyrido[3,4-f][1,4]oxazepine-8(6H)-carboxylate